OC1C=C(C(C1)=O)CO 4-hydroxy-2-(hydroxymethyl)-2-cyclopenten-1-one